C(C)N(CC)C1=C(C=CC=C1)N(C1=C(C=CC=C1)N(CC)CC)C1=C(C=CC=C1)N(CC)CC tri[(diethylamino)phenyl]amine